2-methoxyethyl (3E)-3-[3-(4-cyanopyridin-2-yl)prop-2-yn-1-ylidene]-2,2-dimethylpyrrolidine-1-carboxylate C(#N)C1=CC(=NC=C1)C#C\C=C/1\C(N(CC1)C(=O)OCCOC)(C)C